C(#N)CC[C@@H]1C[C@@H](CCC1)NC1=C2C(=NC=C1C(=O)OC(C)C)NC=C2 isopropyl 4-(((1R,3R)-3-(2-cyanoethyl)cyclohexyl)amino)-1H-pyrrolo[2,3-b]pyridine-5-carboxylate